C(#C)C=1C=CC=C2C=CC=C(C12)C1=C(C=2N=C(N=C(C2C=N1)N1C2C(CC1)NCC2)OC[C@]21CCCN1C[C@@H](C2)F)F 7-(8-ethynylnaphthalen-1-yl)-8-fluoro-2-(((2R,7aS)-2-fluorotetrahydro-1H-pyrrolizin-7a(5H)-yl)methoxy)-4-(hexahydropyrrolo[3,2-b]pyrrol-1(2H)-yl)pyrido[4,3-d]pyrimidine